O=C1N(CC2=CC(=CC=C12)OC1C(CCCC1)N1CC(C1)OC1=NC=CN=C1)C1C(NC(CC1)=O)=O 3-(1-oxo-5-((2-(3-(pyrazin-2-yloxy)azetidin-1-yl)cyclohexyl)oxy)isoindolin-2-yl)piperidine-2,6-dione